(S)-3-amino-N-(8-fluoro-7-(piperazin-1-yl)chroman-3-yl)-6-methylthieno[2,3-b]pyridine-2-carboxamide NC1=C(SC2=NC(=CC=C21)C)C(=O)N[C@@H]2COC1=C(C(=CC=C1C2)N2CCNCC2)F